3-(2-hydroxy-5-(pyridazin-3-yl)phenyl)propanamide OC1=C(C=C(C=C1)C=1N=NC=CC1)CCC(=O)N